(4-(1-(Cyclobutylmethyl)-8-(3-methoxyphenethyl)-2,6-dioxo-1,2,6,7-tetrahydro-3H-purin-3-yl)butyl)phosphonic acid C1(CCC1)CN1C(N(C=2N=C(NC2C1=O)CCC1=CC(=CC=C1)OC)CCCCP(O)(O)=O)=O